tert-butyl 8-oxo-7-(6-(trifluoromethyl)pyridin-3-yl)-2,7-diazaspiro[4.5]decane-2-carboxylate O=C1N(CC2(CCN(C2)C(=O)OC(C)(C)C)CC1)C=1C=NC(=CC1)C(F)(F)F